C(CC(=O)C)(=O)NC1=CC=C(C=C1)Cl N-acetoacetyl-p-chloroaniline